6-methoxy-3-[(4-methoxyphenyl)methoxy]-4-[1-(4-nitropyrazol-1-yl)ethyl]pyridazine COC1=CC(=C(N=N1)OCC1=CC=C(C=C1)OC)C(C)N1N=CC(=C1)[N+](=O)[O-]